5,6-dichloro-4-((5-chloropyrazin-2-yl)thio)pyridin-2-amine hydrochloride Cl.ClC=1C(=CC(=NC1Cl)N)SC1=NC=C(N=C1)Cl